NC1=C(C=C(C=C1)C1=CC=C(C=C1)F)NC(=O)C=1SC2=C(C1)C=C(C=C2)S(=O)(=O)C2CC2 N-[2-amino-5-(4-fluorophenyl)phenyl]-5-(cyclopropylsulfonyl)benzothiophene-2-carboxamide